C(C)(C)(C)OC(N[C@H]1CNC(C1)=O)=O N-[(3R)-5-oxopyrrolidin-3-yl]Carbamic acid tert-butyl ester